[Ca+2].C[As]([O-])([O-])=O.C[As]([O-])([O-])=O.[Ca+2] bis(methyl arsonate) Calcium